(R)-4-methyl-N-(5-(5-(methyl-d3)-1,2,4-oxadiazol-3-yl)-2,3-dihydro-1H-inden-1-yl)isoxazole-5-carboxamide CC=1C=NOC1C(=O)N[C@@H]1CCC2=CC(=CC=C12)C1=NOC(=N1)C([2H])([2H])[2H]